NN(C=O)N DIAMINOCARBOXAMID